CC1=CCC(C(C)C)(O)CC1 Terpinen-4-Ol